cyclohex-1,4-diene C1=CCC=CC1